5-fluoro-2,2-dimethyl-2,3-dihydro-indole-1-carboxylic acid methyl ester COC(=O)N1C(CC2=CC(=CC=C12)F)(C)C